C1(CC1)C1=CC(=CC(=N1)N1C(C2=C3C(C=CC=C13)=CC(=C2)CN2C[C@H](CCC2)C)=O)C2=NSN=C2C2=NN=CN2C (S)-1-(6-cyclopropyl-4-(4-(4-methyl-4H-1,2,4-triazol-3-yl)-1,2,5-thiadiazol-3-yl)pyridin-2-yl)-4-((3-methylpiperidin-1-yl)methyl)benzo[cd]indol-2(1H)-one